(R)-2-chloro-5-((2-chloro-3-(3-methoxypyrrolidin-1-yl)phenyl)thio)pyrazine ClC1=NC=C(N=C1)SC1=C(C(=CC=C1)N1C[C@@H](CC1)OC)Cl